ClC1=C(C(=O)N[C@H](C(=O)N[C@@H](CC(C)C)OB(O)O)CSC)C=C(C=C1)Cl ((R)-1-((R)-2-(2,5-dichlorobenzamido)-3-(methylthio)propionamido)-3-methylbutyl)boric acid